tert-butyl(2-(2-fluoro-8-iodo-6-(methoxymethoxy)naphthalen-1-yl)ethoxy)dimethylsilane C(C)(C)(C)[Si](C)(C)OCCC1=C(C=CC2=CC(=CC(=C12)I)OCOC)F